[Na]C1=C(C(=C(C(=O)O)C=C1)S(=O)(=O)O)C(=O)O 4-sodiosulfoisophthalic acid